3-(5-chloro-2-methylphenyl)pentanedioic acid ClC=1C=CC(=C(C1)C(CC(=O)O)CC(=O)O)C